Methyl (Z)-1-(4-amino-2-fluorobut-2-en-1-yl)-4-(3-(pyrrolidin-1-ylsulfonyl)phenyl)-1H-benzo[d][1,2,3]triazole-6-carboxylate hydrochloride Cl.NC\C=C(\CN1N=NC2=C1C=C(C=C2C2=CC(=CC=C2)S(=O)(=O)N2CCCC2)C(=O)OC)/F